1-(1H-imidazol-1-yl)ethan-1-one N1(C=NC=C1)C(C)=O